S(=O)(=O)([O-])[O-].C(C)[N+](CC)(CC)CC.C(C)[N+](CC)(CC)CC tetraethylammonium sulfate salt